methyl 4-((4-((tert-butoxycarbonyl)(4-((tert-butoxycarbonyl)((2-chloro-[1,1'-biphenyl]-4-yl)methyl)amino)butyl)amino)butyl)amino)-1-(tetrahydro-2H-pyran-2-yl)-1H-indazole-6-carboxylate C(C)(C)(C)OC(=O)N(CCCCNC1=C2C=NN(C2=CC(=C1)C(=O)OC)C1OCCCC1)CCCCN(CC1=CC(=C(C=C1)C1=CC=CC=C1)Cl)C(=O)OC(C)(C)C